(3-(2-(3,4-dimethoxyphenyl)-3-isopropyl-1H-indol-5-yl)phenyl)(hexahydropyrrolo[3,4-c]pyrrol-2(1H)-yl)methanone COC=1C=C(C=CC1OC)C=1NC2=CC=C(C=C2C1C(C)C)C=1C=C(C=CC1)C(=O)N1CC2CNCC2C1